CC1=C(C=C2C=NN(C2=C1)C1OCCCC1)C1NCCNC1 6-methyl-5-(piperazin-2-yl)-1-(tetrahydro-2H-pyran-2-yl)-1H-indazole